ClC1(CC(=NO1)C(=O)OCC)C1=CC=CC=C1 ethyl 5-chloro-5-phenyl-4,5-dihydro-isoxazole-3-carboxylate